COC(=O)N1CCC2(CN(C(N2CC2=CC(=CC(=C2)OC)F)=O)C2=NC(=C(C=C2)C=2C=NNC2)CC)CC1 3-(6-ethyl-5-(1H-pyrazol-4-yl)pyridin-2-yl)-1-(3-fluoro-5-methoxybenzyl)-2-oxo-1,3,8-triazaspiro[4.5]decane-8-carboxylic acid methyl ester